(S)-(2,7-dimethyl-3-(1-methyl-3-(trifluoromethyl)-1H-pyrazol-5-yl)-2,4,5,7-tetrahydro-6H-pyrazolo[3,4-c]pyridin-6-yl)(5-methylimidazo[1,2-a]pyridin-3-yl)methanone CN1N=C2[C@@H](N(CCC2=C1C1=CC(=NN1C)C(F)(F)F)C(=O)C1=CN=C2N1C(=CC=C2)C)C